C(C)(C)(C)NC(=O)C1=NC=C(C=C1)F N-(tert-butyl)-5-fluoropyridinecarboxamide